1-(2-fluorophenyl)-4-nitro-1H-imidazole FC1=C(C=CC=C1)N1C=NC(=C1)[N+](=O)[O-]